(1S,2S,5R)-N-((3S)-chroman-3-yl)-1-hydroxy-2-isopropyl-5-methylcyclohexane-1-carboxamide O1C[C@H](CC2=CC=CC=C12)NC(=O)[C@]1([C@@H](CC[C@H](C1)C)C(C)C)O